C(CCC)S(=O)(=O)[O-].C(C)(=O)C1=C(C=C(C=C1)SC1=CC=C(C=C1)[S+](C1=CC=C(C=C1)SC1=CC(=C(C=C1)C(C)=O)CC)C1=CC=C(C=C1)SC1=CC(=C(C=C1)C(C)=O)CC)CC tris[4-(4-acetyl-3-ethylphenylthio)phenyl]sulfonium butanesulfonate